CCCCCCCCCC=C undec-10-ene